ClC1=C(C(=CC=C1)Cl)N1N=C(C(=C1)NC1=NC=C(C=C1)C(=O)N1CCOCC1)C(=O)N 1-(2,6-dichlorophenyl)-4-((5-(morpholine-4-carbonyl)pyridin-2-yl)amino)-1H-pyrazole-3-carboxamide